C(C1=CC=C(C(=O)OO)C=C1)(=O)OO dihydroxy terephthalate